F[Sb-](F)(F)(F)(F)F.ClC1=CC=C(C=C1)[S+](C1=CC=CC=C1)C1=CC=CC=C1 4-Chlorophenyldiphenyl-sulfonium hexafluoroantimonat